(S)-2-(4-bromo-5-fluoro-2-styrenyloxy)propionic acid BrC1=CC(=C(C=C)C=C1F)O[C@H](C(=O)O)C